N=1NC(=C2CCCCC12)O 4,5,6,7-tetrahydro-2H-indazol-3-ol